C(C)OC1=CC=CC=C1O 6-ethoxy-phenol